12'-(4-fluoro-1H-indole-2-carbonyl)-4'-methyl-4',7',8',12'-tetraazaspiro[cyclopropane-1,5'-tricyclo[7.4.0.02,7]tridecane] FC1=C2C=C(NC2=CC=C1)C(=O)N1CCC2NN3CC4(N(CC3C2C1)C)CC4